NC1=CC(=C(C#N)C=C1C)C(F)(F)F 4-Aminotrifluoromethyl-5-methyl-benzonitrile